N-(1-(1-(2,4-bis(trifluoromethyl)phenyl)ethyl)-1H-pyrazol-4-yl)-[2,4'-bipyridine]-2'-carboxamide FC(C1=C(C=CC(=C1)C(F)(F)F)C(C)N1N=CC(=C1)NC(=O)C1=NC=CC(=C1)C1=NC=CC=C1)(F)F